(2S,4R)-4-phenylpyrrolidine C1(=CC=CC=C1)[C@H]1CCNC1